1-neopentyl-5-(pyrazolo[1,5-a]pyrimidin-5-yl)-4,5,6,7-tetrahydro-1H-pyrazolo[4,3-c]pyridine C(C(C)(C)C)N1N=CC=2CN(CCC21)C2=NC=1N(C=C2)N=CC1